2-hydroxymalonic acid OC(C(=O)O)C(=O)O